1,3,5-tris(1-phenyl-1H-benz[d]imidazole-2-yl)benzene C1(=CC=CC=C1)N1C(=NC2=C1C=CC=C2)C2=CC(=CC(=C2)C2=NC1=C(N2C2=CC=CC=C2)C=CC=C1)C1=NC2=C(N1C1=CC=CC=C1)C=CC=C2